methylacryloylphenylphosphinate COP(=O)(C1=CC=CC=C1)C(C=C)=O